FC1=CC(=C(C=C1)C=1C=CC=C2C=NC(=NC12)NC1=CC(=C(C=C1)C)N)OC(C)C N1-[8-(4-fluoro-2-isopropoxy-phenyl)quinazolin-2-yl]-4-methylbenzene-1,3-diamine